ClC1=CC(=C2C=NNC2=C1)N1C[C@@H]2C([C@@H]2C1)O (1R,3r,5S,6s)-3-(6-chloro-1H-indazol-4-yl)-3-azabicyclo[3.1.0]hexan-6-ol